C1(=CC=CC=C1)[C@H]1[C@@H](CNC1)N(C(O)=O)C1=C2C=CN=CC2=CC=C1.S1C(=CC=C1)C1=CC=CC=2C=C3C=CC4=C(C3=CC12)C(=CC1=CC2=CC(=CC(=C2C=C14)OCC(CCCCCCCCCC)CCCCCCCC)C=1SC=CC1)OCC(CCCCCCCCCC)CCCCCCCC |r| 4,10-bis(2-thienyl)-6,12-bis(2-octyldodecyloxy)anthraanthracene (±)-trans-4-Phenylpyrrolidin-3-yl-isoquinolin-5-ylcarbamate